O1CCN(CC1)CC1=CC=C(C=C1)NC1=NC(=NC=2C=NNC(C21)=O)C2=CC=CC=C2 4-(4-(morpholinomethyl)phenylamino)-2-phenylpyrimido[4,5-d]pyridazin-5(6H)-one